1-(9-(4-amino-5-(4-methoxyphenyl)-7-methyl-7H-pyrrolo[2,3-d]pyrimidin-6-yl)-3-azaspiro[5.5]undec-8-en-3-yl)prop-2-en-1-one NC=1C2=C(N=CN1)N(C(=C2C2=CC=C(C=C2)OC)C2=CCC1(CCN(CC1)C(C=C)=O)CC2)C